4-Nitrophenyl (2,2-difluoroethyl)carbamate FC(CNC(OC1=CC=C(C=C1)[N+](=O)[O-])=O)F